C(C)C=1C=CC=C2C=CC=C(C12)N1CC=2N=C(N=C(C2CC1)N1CCC(CCC1)CO)OCC12CCCN2CCC1 (1-(7-(8-ethylnaphthalen-1-yl)-2-((tetrahydro-1H-pyrrolizin-7a(5H)-yl)methoxy)-5,6,7,8-tetrahydropyrido[3,4-d]pyrimidin-4-yl)azepan-4-yl)methanol